α-methyl-p-butoxystyrene CC(=C)C1=CC=C(C=C1)OCCCC